CC1=NC2=CC=CC=C2C(=C1)C=O 2-METHYLQUINOLINE-4-CARBOXALDEHYDE